COC(C1=C(C(=CC=C1)N1C(N(C(C1(C)C)=O)C1=CC(=C(C=C1)C#N)C(F)(F)F)=S)F)=O (3-(4-cyano-3-(trifluoromethyl)phenyl)-5,5-dimethyl-4-oxo-2-thioxoimidazolidin-1-yl)-2-fluorobenzoic acid methyl ester